C(C=C)(=O)N1C[C@@H](N(CC1)C1=NC(N2C3=C(C(=C(C=C13)Cl)C=1C=CC=C3C=NN(C13)C)SCC2)=O)C (S)-7-((S)-4-acryloyl-2-methylpiperazin-1-yl)-9-chloro-10-(1-methyl-1H-indazol-7-yl)-2,3-dihydro-5H-[1,4]thiazino[2,3,4-ij]quinazolin-5-one